2,2-difluoroethyl(trans-4-((4-(4-chloro-1H-pyrazol-3-yl)-5-cyanopyrimidin-2-yl)amino)cyclohexyl)(5-(2-methoxypyrimidin-5-yl)-6-methylpyridin-2-yl)carbamate FC(COC(N(C1=NC(=C(C=C1)C=1C=NC(=NC1)OC)C)[C@@H]1CC[C@H](CC1)NC1=NC=C(C(=N1)C1=NNC=C1Cl)C#N)=O)F